CC1(OB(OC1(C)C)C1=CCCN(C1)C(CCN1N=NC=C1)=O)C 1-[5-(4,4,5,5-tetramethyl-1,3,2-dioxaborolan-2-yl)-3,6-dihydro-2H-pyridin-1-yl]-3-(triazol-1-yl)propan-1-one